FC1=C(C=CC=C1C[C@@H]1N(C[C@@H]([C@@H]1NS(=O)(=O)CC)F)C(=O)[C@@H]1OCCC1)C1=C(C=CC(=C1)C)F N-{(2S,3R,4S)-2-[(2,2'-difluoro-5'-methyl-[1,1'-biphenyl]-3-yl)methyl]-4-fluoro-1-[(2R)-oxolane-2-carbonyl]pyrrolidin-3-yl}ethanesulfonamide